FC1=C(C=CC(=C1)S(=O)(=O)C)C=1N=C2SC(=NN2C1)OC(C)C1CCN(CC1)C(=O)OCC ethyl 4-(1-(6-(2-fluoro-4-(methylsulfonyl)phenyl)imidazo[2,1-b][1,3,4]thiadiazol-2-yloxy)ethyl)piperidin-1-carboxylat